(1S,2S)-2-(5-amino-3-pyridinyl)-N-methyl-cyclopropanecarboxamide NC=1C=C(C=NC1)[C@@H]1[C@H](C1)C(=O)NC